3,6-dimethyl-2-phenylphenol CC=1C(=C(C(=CC1)C)O)C1=CC=CC=C1